1-(2-hydroxybutyl)-3-(2-methyl-3-(1-methyl-1H-pyrazol-4-yl)quinolin-6-yl)urea OC(CNC(=O)NC=1C=C2C=C(C(=NC2=CC1)C)C=1C=NN(C1)C)CC